N1C=C(C2=CC=CC=C12)CCN(CC(F)(F)F)C N-(2-(1H-indol-3-yl)ethyl)-2,2,2-trifluoro-N-methylethan-1-amine